7-(5-fluoro-2-(((1S,3R,4S,5R)-4-hydroxy-6,8-dioxabicyclo[3.2.1]octan-3-yl)amino)pyrimidin-4-yl)-2-(((R)-3-fluoropyrrolidin-1-yl)methyl)-1-isopropylquinolin-4(1H)-one FC=1C(=NC(=NC1)N[C@@H]1C[C@H]2CO[C@@H]([C@H]1O)O2)C2=CC=C1C(C=C(N(C1=C2)C(C)C)CN2C[C@@H](CC2)F)=O